COC1=CC=C(C=C1)N(C1=CC=CC=C1)C1=CC=C(C=C1)OC N,N-di(4-methoxyphenyl)aniline